5-[3-[[(3R)-1-[(1-Hydroxycyclopropyl)methyl]-3-piperidyl]amino]-5-methyl-1,2,4-triazin-6-yl]-2,3-dihydrobenzofuran-4-ol OC1(CC1)CN1C[C@@H](CCC1)NC=1N=NC(=C(N1)C)C1=CC=C2C(CCO2)=C1O